4,4,7-trifluoro-3,3-dimethyl-9-(4,4,5,5-tetramethyl-1,3,2-dioxaborolan-2-yl)-1,2,3,4-tetrahydrobenzo[c][2,6]naphthyridine FC1(C(NCC=2C3=C(N=CC12)C(=CC(=C3)B3OC(C(O3)(C)C)(C)C)F)(C)C)F